ClC=1C=C(C=2N(N1)C(=CN2)C=2C=NN(C2)C2CC2)NCC2=NC1=C(N2)C(=CC=C1)Cl 6-chloro-N-((7-chloro-1H-benzo[d]imidazol-2-yl)methyl)-3-(1-cyclopropyl-1H-pyrazol-4-yl)imidazo[1,2-b]pyridazin-8-amine